[Ru+2].CC1=CC=C(C=C1)C(C)C (p-methyl-cumene) ruthenium (II)